FC(OC=1C=C(C=CC1)C=1CCN(C1)C(=O)OC(C)(C)C)(F)F tert-butyl 4-(3-(trifluoromethoxy)phenyl)-2,3-dihydro-1H-pyrrole-1-carboxylate